4-(methyldioxy-lambda6-thio)pyrimidine tert-butyl-10-methylene-7-azaspiro[4.5]decane-7-carboxylate C(C)(C)(C)OC(=O)N1CC2(CCCC2)C(CC1)=C.COO[SH4]C1=NC=NC=C1